ClC=1C(=NC=CN1)C1(CCC1)CO (1-(3-chloropyrazin-2-yl)cyclobutyl)methanol